benzofuran-7-carbaldehyde O1C=CC2=C1C(=CC=C2)C=O